2-[2-(aminomethyl)-3,3-difluoro-allyl]-7-bromo-[1,2,4]triazolo[4,3-a]pyridin-3-one NCC(CN1N=C2N(C=CC(=C2)Br)C1=O)=C(F)F